FC(C1=NN=C(O1)C1=CC=C2CN(C(C2=C1)=O)[C@@H]([C@H](C1=NC=CC=C1)O)C1=NC(=CC=C1)F)F |o1:17,18| 6-[5-(difluoromethyl)-1,3,4-oxadiazol-2-yl]-2-[(1R*,2R*)-1-(6-fluoropyridin-2-yl)-2-hydroxy-2-(pyridin-2-yl)ethyl]-2,3-dihydro-1H-isoindol-1-one